5-(2-methoxyethoxymethyl)-7-nitro-3-phenyl-1H-indole COCCOCC=1C=C2C(=CNC2=C(C1)[N+](=O)[O-])C1=CC=CC=C1